C(C)(C)(C)OC(=O)NC=1C=2N(N=CC1)N=NN2 8-((tert-butoxycarbonyl)amino)tetrazolo[1,5-b]pyridazine